BrC=1C=CC(=NC1C)C1=C(C(=NO1)C)C(=O)OC(C)(C)C Tert-Butyl 5-(5-bromo-6-methylpyridin-2-yl)-3-methylisoxazole-4-carboxylate